(1R,5S)-3-(3-(2-methoxypyridin-3-yl)pyrazolo[1,5-a]pyrimidin-5-yl)-3,6-diazabicyclo[3.1.1]heptane-6-carboxylic acid isopropyl ester C(C)(C)OC(=O)N1[C@@H]2CN(C[C@H]1C2)C2=NC=1N(C=C2)N=CC1C=1C(=NC=CC1)OC